N-(3-(tert-butyl)isoxazol-5-yl)-2-methyl-2-(4-(5-(1-methyl-1H-pyrazol-4-yl)-1H-benzo[d]imidazol-1-yl)phenyl)propanamide C(C)(C)(C)C1=NOC(=C1)NC(C(C)(C1=CC=C(C=C1)N1C=NC2=C1C=CC(=C2)C=2C=NN(C2)C)C)=O